diphenoxyisopentyloxyphosphine bromide [Br-].O(C1=CC=CC=C1)P(OCCC(C)C)OC1=CC=CC=C1